Lysine-hcl Cl.N[C@@H](CCCCN)C(=O)O